(+)-1-phenyl-1-butanol C1(=CC=CC=C1)C(CCC)O